C(CCCCC)OC(CCC(=O)CN)=O.O=S1(CCC1)=O 1,1-dioxo-1λ6-thietan hexyl-5-aminolevulinate